O1C(=NC2=C1C=CC=C2)C2=CC=C(C=C2)N2NC(=CC2C2=CC=C(C=C2)C(C)(C)CC(C)(C)C)C=CC2=CC=C(C=C2)C(C)(C)CC(C)(C)C 1-(4-(benzooxazol-2-yl)phenyl)-3-(4-tert-octyl-styryl)-5-(4-tert-octyl-phenyl)-pyrazoline